COC=1C=C(C=C(C1)C=1C=NN(C1)CCOC)NC1=CC=NC2=CC=C(C=C12)OC(F)(F)F N-(3-methoxy-5-(1-(2-methoxyethyl)-1H-pyrazol-4-yl)phenyl)-6-(trifluoromethoxy)quinolin-4-amine